ClC1(CC2C(N(CC2)C)=O)CC=C(C=C1)Cl p-dichlorobenzyl-N-methylpyrrolidone